C1CC12NCCC(C2)C(=C)C2=CN=C(N=N2)C2=C(C=C(C=C2)N2C=NC=C2)O 2-(6-(1-(4-azaspiro[2.5]oct-7-yl)vinyl)-1,2,4-triazin-3-yl)-5-(1H-imidazol-1-yl)phenol